C(#N)C1=CC=C(C=C1)C(CC)(CCC)C1=CC=C(C=C1)C#N 3,3-bis(4-cyanophenyl)hexane